SC=1NC=C(C[C@H](N)C(=O)O)N1 2-mercaptohistidine